P(=O)(O)(O)S(=O)[O-] phosphonothionate